3'-fluoro-5'-methoxy-2',6-dimethyl-N-(5-(((S)-tetrahydrofuran-3-yl)methoxy)-1,3,4-thiadiazol-2-yl)-(4,4'-bipyridine)-3-carboxamide FC=1C(=NC=C(C1C1=C(C=NC(=C1)C)C(=O)NC=1SC(=NN1)OC[C@@H]1COCC1)OC)C